2-aminoethoxycarbamic acid tert-butyl ester hydrochloride Cl.C(C)(C)(C)OC(NOCCN)=O